cyano-2-propylpentanoic acid C(#N)C(C(=O)O)(CCC)CCC